(R)-2,6-Difluoro-3-(6-(3-(3-fluorobenzyl)morpholino)-1-methyl-1H-pyrazolo[3,4-d]pyrimidin-3-yl)-5-(trifluoromethyl)phenol FC1=C(C(=C(C=C1C1=NN(C2=NC(=NC=C21)N2[C@@H](COCC2)CC2=CC(=CC=C2)F)C)C(F)(F)F)F)O